(S)-N-(5-(2-(difluoromethyl)-8-morpholinoimidazo[1,2-a]pyridin-6-yl)-2-fluoro-4-methylphenyl)-3-(2,2,2-trifluoroethyl)pyrrolidine-1-carboxamide FC(C=1N=C2N(C=C(C=C2N2CCOCC2)C=2C(=CC(=C(C2)NC(=O)N2C[C@@H](CC2)CC(F)(F)F)F)C)C1)F